C(C)C1=CC=C2C=NN(C2=C1NS(=O)(=O)C=1C(=NN(C1)C1=CC(=NC=C1)C(F)(F)F)C)C N-(6-ETHYL-1-METHYL-1H-INDAZOL-7-YL)-3-METHYL-1-(2-(TRIFLUOROMETHYL)PYRIDIN-4-YL)-1H-PYRAZOLE-4-SULFONAMIDE